1-(1-((benzyloxy)carbonyl)pyrrolidin-3-yl)-3,3-dimethylindole-6-carboxylate C(C1=CC=CC=C1)OC(=O)N1CC(CC1)N1CC(C2=CC=C(C=C12)C(=O)[O-])(C)C